COC(C1=C(C=CC=C1)[C@H]1O[C@@H]([C@]([C@@H]1OC(C1=CC=CC=C1)=O)(C)F)Br)=O ((2R,3R,4R,5R)-3-(benzoyloxy)-5-bromo-4-fluoro-4-methyltetrahydrofuran-2-yl)benzoic acid methyl ester